tert-butyl 6-(1H-indazol-3-yl)-2,3-dihydro-1,4-benzoxazine-4-carboxylate N1N=C(C2=CC=CC=C12)C=1C=CC2=C(N(CCO2)C(=O)OC(C)(C)C)C1